2-(4-((cis)-2,6-dimethylmorpholinyl)-7-methylphthalazin-1-yl)-5-(trifluoromethyl)phenol C[C@@H]1CN(C[C@@H](O1)C)C1=NN=C(C2=CC(=CC=C12)C)C1=C(C=C(C=C1)C(F)(F)F)O